2-(1-methyl-1H-pyrazol-4-yl)-N-(5-(1-(6-(2-(3-(trifluoromethoxy)phenyl)acetamido)pyridazin-3-yl)pyrrolidin-3-yl)-1,3,4-thiadiazol-2-yl)acetamide 2,2,2-trifluoroacetate FC(C(=O)O)(F)F.CN1N=CC(=C1)CC(=O)NC=1SC(=NN1)C1CN(CC1)C=1N=NC(=CC1)NC(CC1=CC(=CC=C1)OC(F)(F)F)=O